O1[C@@H](COCC1)[C@H]1OC[C@H]2OCCO[C@H]21 (4aR,5R,7aR)-5-[(2S)-1,4-dioxan-2-yl]-2,3,4a,5,7,7a-hexahydrofuro[3,4-b][1,4]dioxine